phenoxydiethylene glycol diacrylate C(C=C)(=O)OC(COCCOC(C=C)=O)OC1=CC=CC=C1